C(C)N1C(N(C(C12CCN(CC2)CC2CCOCC2)=O)C2=CC(=CC=C2)OC(F)(F)F)=O 1-ethyl-8-((tetrahydro-2H-pyran-4-yl)methyl)-3-(3-(trifluoromethoxy)phenyl)-1,3,8-triazaspiro[4.5]decane-2,4-dione